ClC1=CC=C(C=C1)C1=NN(C(C2=CC=CC=C12)=O)NC(C[C@H]1[C@H]2C([C@@H](CC1)C2)(C)C)=O N-[4-(4-chlorophenyl)-1-oxophthalazin-2(1H)-yl]-2-[(1S,2S,5S)-6,6-dimethylbicyclo[3.1.1]hept-2-yl]acetamide